C(CCCCCCCCCCCCCCC)(=O)OCC(COC(CCCCCCCCCCCCCCC)=O)OC(NC1CN(C1)CC)=O 2-(((1-ethylazetidin-3-yl)carbamoyl)oxy)propane-1,3-diyl dipalmitate